CN1C=NC(=C1)C=1C=C2CCN(CC2=C(C1)N[C@@H]1COCC1)C(=O)OC(C)(C)C tert-Butyl (S)-6-(1-methyl-1H-imidazol-4-yl)-8-((tetrahydrofuran-3-yl) amino)-3,4-dihydroisoquinoline-2(1H)-carboxylate